O1C(CCC1)OC(C)OC(=O)C1C2C=CC(C1)C2 5-(1-(tetrahydrofuran-2-yloxy)ethoxycarbonyl)-bicyclo[2.2.1]Hept-2-ene